N-hydroxymethylamide OC[NH-]